(2R)-6-chloro-N-{(3S)-4-[2-(4-chloro-3-fluorophenoxy)acetamido]-3-hydroxybicyclo[2.2.2]octan-1-yl}-3,4-dihydro-2H-1,4-benzoxazine-2-carboxamide ClC=1C=CC2=C(NC[C@@H](O2)C(=O)NC23C[C@@H](C(CC2)(CC3)NC(COC3=CC(=C(C=C3)Cl)F)=O)O)C1